NC1=C2C(=NC=N1)N(N=C2C2=CC(=C(C=C2)OC2CC2)F)[C@H](C=2C=C1N(C(C2C2=CC(=CC=C2)F)=O)C(=CS1)Cl)C1CC1 (S)-7-((4-amino-3-(4-cyclopropoxy-3-fluorophenyl)-1H-pyrazolo[3,4-d]pyrimidin-1-yl)(cyclopropyl)methyl)-3-chloro-6-(3-fluorophenyl)-5H-thiazolo[3,2-a]pyridin-5-one